1,5-dimethyl-6-thioxo-1,3,5-triazine-2,4-dione CN1C(NC(N(C1=S)C)=O)=O